[N+](=O)([O-])C=1C=NN(C1)CC1=CC=C(S1)C1=NOC(=N1)C(F)(F)F 3-[5-[(4-nitropyrazol-1-yl)methyl]-2-thienyl]-5-(trifluoromethyl)-1,2,4-oxadiazole